BrC=1C=C(N2N=CN(C(C21)=O)CC(=O)N2CC(C2)(C)F)C2CCC2 5-bromo-7-cyclobutyl-3-[2-(3-fluoro-3-methyl-azetidin-1-yl)-2-oxo-ethyl]pyrrolo[2,1-f][1,2,4]triazin-4-one